Cl.NC\C=C(\CN1N=NC2=C1C=C(C=C2C2=CC(=CC=C2)S(N(C)C)(=O)=O)C(=O)NC)/F (Z)-1-(4-amino-2-fluoro-but-2-en-1-yl)-4-(3-(N,N-dimethylsulfamoyl)phenyl)-N-methyl-1H-benzo[d][1,2,3]triazole-6-carboxamide hydrochloride